peroxypivalic acid 1,1,3,3-tetramethylbutyl ester CC(CC(C)(C)C)(C)OOC(C(C)(C)C)=O